S(=O)(=O)(O)OC=1C(=O)O[C@@H](C1O)[C@@H](O)CO L-ascorbic acid 2-hydrogensulfate